BrC=1C=CC=2N(C1)C=C(N2)COC2=CN=C(C=C2C=O)OC 5-((6-bromoimidazo[1,2-a]pyridin-2-yl)methoxy)-2-methoxyisonicotinaldehyde